Cl.NC1C2CN(CC12)CC1=CC=C(C=C1)N1C(N=C(C=C1)NC(=O)N1CCN(CC1)C([C@H](CN)N)=O)=O N-(1-(4-((exo-6-Amino-3-azabicyclo[3.1.0]hexan-3-yl)methyl)phenyl)-2-oxo-1,2-dihydropyrimidin-4-yl)-4-((S)-2,3-diaminopropanoyl)piperazine-1-carboxamide Hydrochloride Salt